5-[8-(2-Hydroxyacetyl)-5-oxa-2,8-diazaspiro[3.5]nonan-2-yl]-5-[4-[4-(trifluoromethoxy)phenoxy]phenyl]hexahydropyrimidine-2,4,6-trione hydrochloric acid salt Cl.OCC(=O)N1CCOC2(CN(C2)C2(C(NC(NC2=O)=O)=O)C2=CC=C(C=C2)OC2=CC=C(C=C2)OC(F)(F)F)C1